FC(C(F)(F)F)(S[Ag])F perfluoroethylthiosilver